methyl 2-fluoro-5-[[3-[6-(methoxycarbonyl-amino)-3-pyridyl] imidazo[1,2-a]pyridine-6-carbonyl]-methyl-amino]benzoate FC1=C(C(=O)OC)C=C(C=C1)N(C)C(=O)C=1C=CC=2N(C1)C(=CN2)C=2C=NC(=CC2)NC(=O)OC